COC(=O)C1(N(C[C@@H](C1)O)C(=O)OC(C)(C)C)C (4R)-4-hydroxy-2-methylpyrrolidine-1,2-dicarboxylic acid 1-(tert-butyl) 2-methyl ester